trans-N-(3-aminopropyl)-4-[[2-chloro-6-[4-[4-(2-oxo-4-piperazin-1-yl-pyrrolidin-1-yl)phenyl]sulfonylpiperazin-1-yl]-4-pyridinyl]-difluoro-methyl]cyclohexanecarboxamide NCCCNC(=O)[C@@H]1CC[C@H](CC1)C(F)(F)C1=CC(=NC(=C1)N1CCN(CC1)S(=O)(=O)C1=CC=C(C=C1)N1C(CC(C1)N1CCNCC1)=O)Cl